tolylacrylonitrile C1(=C(C=CC=C1)C(C#N)=C)C